N-[3-(2,3-dioxo-2,3,7,8,9,10-hexahydro-1H-benzo[f]quinoxalin-4-yl)phenyl]benzenesulfonamide O=C1C(N(C=2C=CC3=C(C2N1)CCCC3)C=3C=C(C=CC3)NS(=O)(=O)C3=CC=CC=C3)=O